2-(7,7-dimethyl-3,7,8,9-tetrahydropyrano[3,2-e]indol-1-yl)-N-ethylethane-1-amine CC1(CCC=2C=3C(=CNC3C=CC2O1)CCNCC)C